FC(C(C(F)(F)I)(F)F)(CCC(F)(F)F)F nonafluorohexyl iodide